FC1=CC=C(C=C1)C1=NN2C(CN(CC2)C)=C1C=1C=2N(N=CC1)C=C(N2)C(C)(C)O 2-(8-(2-(4-fluorophenyl)-5-methyl-4,5,6,7-tetrahydropyrazolo[1,5-a]pyrazin-3-yl)imidazo[1,2-b]pyridazin-2-yl)propan-2-ol